C1(CC1)C1=CC=C(OCCCC(=O)NCC(=O)O)C=C1 (4-(4-Cyclopropylphenoxy)butanoyl)glycine